The molecule is the sodium salt of L-thyroxine. It is used as replacement therapy in the treatment of hypothyroidism. It contains a L-thyroxine(1-). C1=C(C=C(C(=C1I)OC2=CC(=C(C(=C2)I)O)I)I)C[C@@H](C(=O)[O-])N.[Na+]